(S)-2-amino-N-((R)-amino(4-ethylthiophen-2-yl)(oxo)-λ6-sulfanylidene)-4-methylpentanamide N[C@H](C(=O)N=[S@@](=O)(C=1SC=C(C1)CC)N)CC(C)C